FC(CCC(=O)O)F 4,4-difluorobutanoic Acid